BrC1=CN2C(S1)=C(C=N2)C(=O)NC=2SC(=CC2C)C(NCCN2C(CCC2)(C)C)=O 2-bromo-N-(5-((2-(2,2-dimethylpyrrolidin-1-yl)ethyl)carbamoyl)-3-methylthiophen-2-yl)pyrazolo[5,1-b]thiazole-7-carboxamide